3-((5-(imidazo[1,2-a]pyridin-6-yl)pyrrolo[2,1-f][1,2,4]triazin-2-yl)amino)-1-methylcyclobutane-1-ol N=1C=CN2C1C=CC(=C2)C=2C=CN1N=C(N=CC12)NC1CC(C1)(O)C